N1=C(C=NC=C1)C1(CC1)C(=O)N[C@H]1C[C@H](CCC1)NC1=CC(=NC2=CC=CC=C12)C(F)(F)F 1-(pyrazin-2-yl)-N-[(1R,3S)-3-{[2-(trifluoromethyl)quinolin-4-yl]amino}cyclohexyl]cyclopropane-1-carboxamide